OC(CCCN1CCC(CC1)C(C1=CC=CC=C1)(C1=CC=CC=C1)O)C1=CC=C(C=C1)C(C(=O)O)(C)C 2-(4-(1-hydroxy-4-(4-(hydroxydiphenylmethyl)piperidin-1-yl)butyl)phenyl)-2-methylpropanoic acid